4-(2-((5,6-dimethyl-6H-pyrido[4,3-b]carbazol-9-yl)oxy)ethyl)thiomorpholine 1,1-dioxide CC1=C2C(=CC=3C=4C=C(C=CC4N(C13)C)OCCN1CCS(CC1)(=O)=O)C=NC=C2